N-(2-chloro-4-cyanobenzyl)-5-hydroxy-2-morpholino-1,7-naphthyridine-6-carboxamide ClC1=C(CNC(=O)C=2C(=C3C=CC(=NC3=CN2)N2CCOCC2)O)C=CC(=C1)C#N